2-(4-((S)-1-aminoethyl)-3-methoxyphenyl)-3-chloropyridin N[C@@H](C)C1=C(C=C(C=C1)C1=NC=CC=C1Cl)OC